8-((tert-Butyldimethylsilyl)oxy)-2-chloro-N-(5-chloro-6-(2H-1,2,3-triazol-2-yl)pyridin-3-yl)-9,9-dimethyl-8,9-dihydropyrazolo[1,5-a]pyrido[2,3-e]pyrimidine-6(7H)-carboxamide [Si](C)(C)(C(C)(C)C)OC1C(C2=C(C=NC=3N2N=C(C3)Cl)N(C1)C(=O)NC=1C=NC(=C(C1)Cl)N1N=CC=N1)(C)C